C(#N)C=1C=C(C=CC1OC)C1=CN(C2=NC=CC(=C21)OC2=C(C=C(C=C2F)NC(=O)N[C@H](C)C2COC2)F)COCC[Si](C)(C)C |r| (+/-)-N-(4-{[3-(3-cyano-4-methoxyphenyl)-1-{[2-(trimethylsilyl)ethoxy]methyl}-1H-pyrrolo[2,3-b]pyridin-4-yl]oxy}-3,5-difluorophenyl)-N'-[(1R)-1-(oxetan-3-yl)ethyl]urea